C(N)(=O)C1=NC(=NC(=C1)NC1=NNC(=C1)C)NC1CC2CCC(C1)N2C(=O)OC(C)(C)C tert-butyl (3-exo)-3-((4-carbamoyl-6-((5-methyl-1H-pyrazol-3-yl) amino) pyrimidin-2-yl) amino)-8-azabicyclo[3.2.1]octane-8-carboxylate